2-{5-bromo-3H-imidazo[4,5-b]pyridin-3-yl}-4-fluoro-6-methoxybenzonitrile BrC1=CC=C2C(=N1)N(C=N2)C2=C(C#N)C(=CC(=C2)F)OC